methyl 2-((1r,4r)-4-((tert-butyldimethylsilyl)oxy)cyclohexyl)acetate [Si](C)(C)(C(C)(C)C)OC1CCC(CC1)CC(=O)OC